COC(=O)C=1C=C(C2=C(N=C(O2)C)C1)OCC1=CC=CC=C1.C(C1CO1)OC1=CC=C(C=C1)OCC1CO1 1,4-bis(glycidyloxy)benzene methyl-7-(benzyloxy)-2-methylbenzo[d]oxazole-5-carboxylate